N,N'-dimethyl-4,4'-bipyridyl CN1C=CC(C=C1)=C1C=CN(C=C1)C